3-(1-thioxo-6-((3-(trifluoromethyl)-5,6-dihydro-[1,2,4]triazolo[4,3-a]pyrazin-7(8H)-yl)methyl)isoindolin-2-yl)piperidine-2,6-dione S=C1N(CC2=CC=C(C=C12)CN1CC=2N(CC1)C(=NN2)C(F)(F)F)C2C(NC(CC2)=O)=O